(Z)-3-(dimethylamino)-N-((1,2,3,5,6,7-hexahydro-s-indacen-4-yl)carbamoyl)prop-1-ene-1-sulfonamide CN(C\C=C/S(=O)(=O)NC(NC1=C2CCCC2=CC=2CCCC12)=O)C